CCCCC/C=C\\C/C=C\\C/C=C\\C/C=C\\CCCC(=O)CC(=O)SCCNC(=O)CCNC(=O)[C@@H](C(C)(C)COP(=O)(O)OP(=O)(O)OC[C@@H]1[C@H]([C@H]([C@@H](O1)N2C=NC3=C(N=CN=C32)N)O)OP(=O)(O)O)O The molecule is an unsaturated fatty acyl-CoA that results from the formal condensation of the thiol group of coenzyme A with the carboxy group of (7Z,10Z,13Z,16Z)-3-oxodocosatetraenoic acid. It is an unsaturated fatty acyl-CoA, a 3-oxo-fatty acyl-CoA and a long-chain fatty acyl-CoA. It is a conjugate acid of a (7Z,10Z,13Z,16Z)-3-oxodocosatetraenoyl-CoA(4-).